(6-cyclopropyl-8-(4-methylpiperazin-1-yl)imidazo[1,2-a]pyridin-2-yl)methanamine C1(CC1)C=1C=C(C=2N(C1)C=C(N2)CN)N2CCN(CC2)C